2-Cyano-N-isopropylethanesulfonamide C(#N)CCS(=O)(=O)NC(C)C